C(C)(C)(C)P(N1CCCC1)C(C)(C)C di-tert-butylpyrrolidinophosphine